tert-butyl (3R)-3-[4-[[1-[1-(2,6-dibenzyloxy-3-pyridyl)-3-methyl-2-oxo-benzimidazol-5-yl]-4-piperidyl]methyl]-1-piperidyl]pyrrolidine-1-carboxylate C(C1=CC=CC=C1)OC1=NC(=CC=C1N1C(N(C2=C1C=CC(=C2)N2CCC(CC2)CC2CCN(CC2)[C@H]2CN(CC2)C(=O)OC(C)(C)C)C)=O)OCC2=CC=CC=C2